CN1CCC(=CC1)C=1N=C2C(=NC1)N(C=C2C=2CCN(CC2)C(=O)OC(C)(C)C)COCC[Si](C)(C)C tert-Butyl 4-[2-(1-methyl-3,6-dihydro-2H-pyridin-4-yl)-5-(2-trimethylsilylethoxymethyl)pyrrolo[2,3-b]pyrazin-7-yl]-3,6-dihydro-2H-pyridine-1-carboxylate